OCC1(CCOCC1)NC(=O)C=1C=2C[C@@H]3[C@H](C2N(N1)C1=NC=CN=C1)C3 (1aR,5aR)-2-Pyrazin-2-yl-1a,2,5,5a-tetrahydro-1H-2,3-diaza-cyclopropa[a]pentalene-4-carboxylic acid (4-hydroxymethyl-tetrahydro-pyran-4-yl)-amide